benzotriazol-1-yl-tris(dimethylamino)phosphonium hexafluorophosphate F[P-](F)(F)(F)(F)F.N1(N=NC2=C1C=CC=C2)[P+](N(C)C)(N(C)C)N(C)C